tert-butyl (S)-4-(6-aminopyridin-3-yl)-3-isopropylpiperazine-1-carboxylate NC1=CC=C(C=N1)N1[C@H](CN(CC1)C(=O)OC(C)(C)C)C(C)C